4-((2-(4-(4-amino-3-(4-phenoxyphenyl)-1H-pyrazolo[3,4-d]pyrimidin-1-yl)piperidine-1-yl)-2-oxoethyl)thio)-2-(2,6-dioxopiperidin-3-yl)isoindoline-1,3-dione NC1=C2C(=NC=N1)N(N=C2C2=CC=C(C=C2)OC2=CC=CC=C2)C2CCN(CC2)C(CSC2=C1C(N(C(C1=CC=C2)=O)C2C(NC(CC2)=O)=O)=O)=O